2-[2-chloro-4-(trifluoromethoxy)phenoxy]-N-(4-methylsulfonylphenyl)-5-(trifluoromethyl)pyridine-3-carboxamide ClC1=C(OC2=NC=C(C=C2C(=O)NC2=CC=C(C=C2)S(=O)(=O)C)C(F)(F)F)C=CC(=C1)OC(F)(F)F